C(C)(C)(C)N(C(O)=O)C=1N(N=C2C=C(C=CC12)C(=O)C1C(N(CC1)C=C)=O)C1=CC=CC=C1.N1=CC=C(C=C1)OC1=CC=C(C=C1)S(=O)(=O)N1CC(OCC1)C=1SC2=C(C1)C=CC=C2 [4-[4-(4-pyridyloxy)phenyl]sulfonylmorpholin-2-yl]benzothiophene tert-butyl-(6-(2-oxo-1-vinylpyrrolidine-3-carbonyl)-2-phenyl-2H-indazol-3-yl)carbamate